3-Methyl-2-{5-methyl-7-[(3R)-1-methylpiperidin-3-yl]-7H-pyrrolo[2,3-c]pyridazin-3-yl}-5-(trifluoromethyl)phenol CC=1C(=C(C=C(C1)C(F)(F)F)O)C1=CC2=C(N=N1)N(C=C2C)[C@H]2CN(CCC2)C